N-(3-(5-cyclopropyl-2-(difluoromethoxy)phenyl)-1-(2-(dimethylamino)-2-oxoethyl)-1H-pyrazol-4-yl)pyrazolo[1,5-a]pyrimidine-3-carboxamide C1(CC1)C=1C=CC(=C(C1)C1=NN(C=C1NC(=O)C=1C=NN2C1N=CC=C2)CC(=O)N(C)C)OC(F)F